NC1=CC=C(C=N1)C#CC1=CC=C2CN(C(C2=C1)=O)[C@@H](C(=O)NC=1SC=CN1)C1=C(C=CC(=C1)F)F |r| (2RS)-2-[6-[2-(6-Amino-3-pyridyl)ethynyl]-1-oxo-isoindolin-2-yl]-2-(2,5-difluorophenyl)-N-thiazol-2-yl-acetamid